CC1=NC=C(/C=N/O)C=C1 (E)-6-methylnicotinaldehyde oxime